2-[2-[(2-methyl-1-oxo-2-propen-1-yl)oxy]ethyl]-malonic acid CC(C(=O)OCCC(C(=O)O)C(=O)O)=C